2-(2-(cyclopropanesulfonamido)pyrimidin-4-yl)-N-(2-fluoro-4-(6-isopropoxypyrazin-2-yl)phenyl)acetamide C1(CC1)S(=O)(=O)NC1=NC=CC(=N1)CC(=O)NC1=C(C=C(C=C1)C1=NC(=CN=C1)OC(C)C)F